CNCCCCCC N-Methylhexylamine